CC1=C(C=CC=C1C1N(CCC2=C1SC(=N2)C(=O)N)C(CO)C)C2=C(C(=CC=C2)C2N(CCC1=C2SC(=N1)C(=O)N)C(CO)C)C (2,2'-dimethyl-[1,1'-biphenyl]-3,3'-diyl)bis(5-(1-hydroxypropan-2-yl)-4,5,6,7-tetrahydrothiazolo[5,4-c]pyridine-2-carboxamide)